2-(4-(3-isopropyl-2-(8-methoxy-[1,2,4]triazolo[1,5-a]pyridin-6-yl)-4-methyl-1H-pyrrolo[2,3-c]pyridin-5-yl)piperidin-1-yl)acetamide C(C)(C)C1=C(NC2=CN=C(C(=C21)C)C2CCN(CC2)CC(=O)N)C=2C=C(C=1N(C2)N=CN1)OC